6-chloro-N-(5-chloro-1-(difluoromethyl)-1H-pyrazol-4-yl)-7-(4-(difluoromethyl)-1H-pyrazol-1-yl)-1H-indole-3-sulfonamide ClC1=CC=C2C(=CNC2=C1N1N=CC(=C1)C(F)F)S(=O)(=O)NC=1C=NN(C1Cl)C(F)F